C(C1=CC=CC=C1)NC(=S)SSC(=S)N benzyl-thiuram disulphide